2,2-dimethoxy-7-azaspiro[3.5]nonane hydrogen chloride Cl.COC1(CC2(C1)CCNCC2)OC